1,3-divinyltetramethyldisiloxane platinum (0) [Pt].C(=C)[Si](O[Si](C=C)(C)C)(C)C